C(CCCCCCC\C=C/C\C=C/CCCCC)(=O)OCCC(CCOC(CCC(OCCCC\C=C/CC)OCCCC\C=C/CC)=O)OC(CCCN1CCCC1)=O 5-((4,4-bis(((Z)-oct-5-en-1-yl)oxy)butanoyl)oxy)-3-((4-(pyrrolidin-1-yl)butanoyl)oxy)pentyl (9Z,12Z)-octadeca-9,12-dienoate